[Cl-].C[N+]1=CC(=CC=C1)C=C 1-methyl-3-vinylpyridin-1-ium chloride